C(C)(C)(C)OC(=O)N[C@H](C(=O)OCCl)C(C)C chloromethyl (2S)-2-[(tert-butoxycarbonyl)amino]-3-methylbutanoate